CC(COC1=NC=CC=C1OC(F)(F)F)(C)NC(CC1N(CCC1)C)=O N-(2-methyl-1-((3-(trifluoromethoxy)pyridin-2-yl)oxy)propan-2-yl)-2-(1-methylpyrrolidin-2-yl)acetamide